2-oxo-5-((tetrahydro-2H-pyran-4-yl)methyl)-1,2-dihydropyridine-3-carboxylic acid O=C1NC=C(C=C1C(=O)O)CC1CCOCC1